tert-butyl 6-(4-((4-([1,2,4]triazolo[1,5-a]pyridin-7-yloxy)-3-methylphenyl)amino)pyrrolo[2,1-f][1,2,4]triazin-5-yl)-2,6-diazaspiro[3.3]heptane-2-carboxylate N=1C=NN2C1C=C(C=C2)OC2=C(C=C(C=C2)NC2=NC=NN1C2=C(C=C1)N1CC2(CN(C2)C(=O)OC(C)(C)C)C1)C